1-butyl-3-vinylimidazole iron tetrachloride salt [Fe](Cl)(Cl)(Cl)Cl.C(CCC)N1CN(C=C1)C=C